CC1=C(C=2N(C=C1C1=C(C=3N=C4C(=NC3N1)OCC41CCN(CC1)CC(=O)N)C(C)C)N=CN2)C 2-(6-(7,8-dimethyl-[1,2,4]triazolo[1,5-a]pyridin-6-yl)-5-isopropyl-2H,7H-spiro[furo[2,3-b]pyrrolo[3,2-e]pyrazine-3,4'-piperidin]-1'-yl)acetamide